C(C)(C)(C)OC(=O)N[C@@H](C(=O)O)C1=CC=CC=C1 (R)-2-tert-butoxycarbonylamino-2-phenylacetic acid